Tert-butyl (4-(((5-ethynylpyrazin-2-yl)amino)methyl)phenyl)carbamate C(#C)C=1N=CC(=NC1)NCC1=CC=C(C=C1)NC(OC(C)(C)C)=O